1-amino-2-methyl-1,3-propanediol NC(C(CO)C)O